Cl.COCCN1CC(C1)N 1-(2-methoxyethyl)azetidine-3-amine hydrochloride